ClC1=CC=C(C=C1)C=1C=C(C(N(N1)C=1C=NC=CC1)=O)C(=O)NCC(C(F)F)O 6-(4-chlorophenyl)-N-(3,3-difluoro-2-hydroxypropyl)-3-oxo-2-(pyridin-3-yl)-2,3-dihydropyridazine-4-carboxamide